bis(3,5-difluoro-4-hydroxyphenyl)phenylmethane FC=1C=C(C=C(C1O)F)C(C1=CC=CC=C1)C1=CC(=C(C(=C1)F)O)F